I=S iodine-sulfide